[Br-].C(CCCCCCCCCCC)N1CN(C=C1)CC 1-Dodecyl-3-ethylimidazole bromide